[Si](C)(C)(C(C)(C)C)OCC(CN1CCOCC1)=C 4-(2-(((tert-butyldimethylsilyl)oxy)methyl)allyl)morpholine